2,6-difluoro-4-((phenoxycarbonyl)amino)benzoic acid FC1=C(C(=O)O)C(=CC(=C1)NC(=O)OC1=CC=CC=C1)F